OC1=CC=C2C(C=C(OC2=C1O)C1=CC=CC=C1)=O 7,8-dihydroxyl-flavone